C1(=CC=CC=C1)C1=C2N(C3=CC=CC=C13)CC1=CC=CC=C12 11-phenyl-6H-isoindolo[2,1-a]indole